O[C@@H]1C[C@H](N(C1)C(=O)OC(C)(C)C)CO tert-butyl (2S,4R)-4-hydroxy-2-(hydroxymethyl)pyrrolidin-1-carboxylate